1-[2-fluoro-4-(5-{2-[3-(trifluoromethoxy)phenyl]acetamido}-1,3,4-thiadiazol-2-yl)butyl]-N-{[5-(trifluoromethyl)pyridin-3-yl]methyl}-1H-1,2,3-triazole-4-carboxamide FC(CN1N=NC(=C1)C(=O)NCC=1C=NC=C(C1)C(F)(F)F)CCC=1SC(=NN1)NC(CC1=CC(=CC=C1)OC(F)(F)F)=O